ClC1=CC=C(S1)CC=1C=CC(=NC1)N 5-((5-chlorothiophene-2-yl)methyl)pyridin-2-amine